1-(trifluoromethyl)-1H-pyrazol FC(N1N=CC=C1)(F)F